N-[(1S)-2-amino-1-[(5,5-dimethyl-2-oxo-pyrrolidin-3-yl)methyl]-2-oxo-ethyl]-2-(7-chloro-1H-indole-2-carbonyl)-2-azaspiro[4.5]decane-3-carboxamide NC([C@H](CC1C(NC(C1)(C)C)=O)NC(=O)C1N(CC2(C1)CCCCC2)C(=O)C=2NC1=C(C=CC=C1C2)Cl)=O